FC=1C=C(CCBr)C=CC1 3-Fluorophenethyl bromide